N-[4-[4-(aminomethyl)-3-methyl-phenyl]-2-pyridyl]cyclopropane-carboxamide hydrochloride Cl.NCC1=C(C=C(C=C1)C1=CC(=NC=C1)NC(=O)C1CC1)C